BrC1=C(N=CN1CC(=O)N1CCN(CC1)C(=O)OC(C)(C)C)C1=CC=CC=C1 tert-butyl 4-[2-(5-bromo-4-phenyl-imidazol-1-yl)acetyl]piperazine-1-carboxylate